2-(9H-fluoren-9-ylmethoxycarbonylamino)-3-(4-hydroxy-3-fluoro-phenyl)propanoic acid C1=CC=CC=2C3=CC=CC=C3C(C12)COC(=O)NC(C(=O)O)CC1=CC(=C(C=C1)O)F